C(C)(C)(C)OC(=O)N1CCN(CCN(CCN(CC1)C(=O)OC(C)(C)C)C(=O)OC(C)(C)C)CC(=O)NCCCOCCOCCOCCCNC(CCC(=O)O)=O N-{3-[2-(2-{3-[2-(4,7,10-tri-tert-butoxycarbonyl-1,4,7,10-tetraaza-cyclododec-1-yl)-acetylamino]-propoxy}-ethoxy)-ethoxy]-propyl}-succinamic acid